trans-5-(4-hydroxycyclohexyl)-3-(isopentylamino)-8-((4-methylpiperazin-1-yl)methyl)pyrimido[4,5-c]isoquinolin-6(5H)-one O[C@@H]1CC[C@H](CC1)N1C(C=2C=C(C=CC2C2=C1N=C(N=C2)NCCC(C)C)CN2CCN(CC2)C)=O